trichloro-1,3,5-triazinane-2,4,6-trione ClN1C(N(C(N(C1=O)Cl)=O)Cl)=O